FC(C(=O)O)(F)F.N1CCNCC1 piperazine trifluoroacetate salt